ClC=1C(=NC=CC1)C(C)(C)NC1=NC=C(C=N1)C=1N=C2SCC(N2C1)C(=O)N 6-(2-{[1-(3-chloro(2-pyridyl))-isopropyl]amino}pyrimidin-5-yl)imidazo[2,1-b]1,3-thiazoline-3-carboxamide